methyl 4-(6-(4-((3-chloro-5-(methylsulfonamido)phenyl)carbamoyl)-1-methyl-1H-pyrrol-2-yl)pyridin-3-yl)piperazine-1-carboxylate ClC=1C=C(C=C(C1)NS(=O)(=O)C)NC(=O)C=1C=C(N(C1)C)C1=CC=C(C=N1)N1CCN(CC1)C(=O)OC